The molecule is a member of the class of 4-nitrophenols that is phenol in which the hydrogen that is para to the hydroxy group has been replaced by a nitro group. It has a role as a human xenobiotic metabolite and a mouse metabolite. It is a conjugate acid of a 4-nitrophenolate. C1=CC(=CC=C1[N+](=O)[O-])O